1-(ethyl-(2-hydroxypropyl)amino)-2-methylpropan-2-ol C(C)N(CC(C)(O)C)CC(C)O